C(C)(C)(C)OC(=O)N1[C@@H](CN([C@H](C1)CO)CC1=CC=CC=C1)C tert-butyl-(2R,5R)-4-benzyl-5-(hydroxymethyl)-2-methylpiperazine-1-carboxylate